CC(CCCCCCCCCCCCCCCC(CC)O)O eicosane-2,18-diol